CC1=C(C(=CC(=C1)C)C)N(C1=CC2=C(C3=C(O2)C=C2OC4=C(C2=C3)C3=CC=CC=C3C=C4)C=4C=CC=CC14)C1=CC=4C(C3=CC=CC=C3C4C=C1)(C)C N5-(2,4,6-trimethylphenyl)-N5-(9,9-dimethyl-9H-fluoren-2-yl)-dinaphtho[1,2-d:1',2'-d']Benzo[1,2-b:5,4-b']Difuran-5-amine